CC1(COC1)NS(=O)(=O)C=1C=C(C=2N(C1)C(=NC2)C=2SC(=NN2)C(F)(F)F)N2CC1N(CC2)C(NC1)=O N-(3-methyloxetan-3-yl)-8-(3-oxohexahydroimidazo[1,5-a]pyrazine-7(1H)-yl)-3-(5-(trifluoromethyl)-1,3,4-thiadiazol-2-yl)imidazo[1,5-a]pyridine-6-sulfonamide